1,2-dihydroxyethoxybenzene OC(CO)OC1=CC=CC=C1